4-(furo[3,2-c]pyridin-4-yl)-N-(2-hydroxypropyl)benzamide indenoindenyl-methacrylate C1(=CC=C2C=CC=3C(=C12)C=C1C=CC=CC13)OC(C(=C)C)=O.O1C=CC=3C(=NC=CC31)C3=CC=C(C(=O)NCC(C)O)C=C3